5-(3-Hydroxy-phenyl)-1H-pyrazole-3-carboxylic acid {2-oxo-2-[4-(3-trifluoromethyl-phenoxy)-piperidin-1-yl]-ethyl}-amide O=C(CNC(=O)C1=NNC(=C1)C1=CC(=CC=C1)O)N1CCC(CC1)OC1=CC(=CC=C1)C(F)(F)F